6-N-(1-((cyclopentylmethyl)sulfonyl)piperidin-4-yl)-6-methyl-8-(2,6-diazaspiro[3.4]octan-2-yl)pyrido[3,4-d]pyrimidin-2-amine C1(CCCC1)CS(=O)(=O)N1CCC(CC1)N1CC2(CN(C2)C2=NC(=CC3=C2N=C(N=C3)N)C)CC1